COC(=O)C1=CC=C2C3=C(NC2=C1)N=C(N=C3O)C(C3=CC=CC=C3)OCC3=CC=CC=C3 2-((benzyloxy)(phenyl)methyl)-4-hydroxy-9H-pyrimido[4,5-b]indole-7-carboxylic acid methyl ester